8-(trifluoromethyl)-1,4-dioxaspiro[4.5]decane-8-carbaldehyde FC(C1(CCC2(OCCO2)CC1)C=O)(F)F